S1N=C(C2=C1C=CC=C2)C(=O)OCCCCCCCCCCN2C(C1=CC=CC=C1C2=O)=O 10-(1,3-dioxo-2,3-dihydro-1H-isoindol-2-yl)decanol benzo[d][1,2]thiazole-3-carboxylate